1-(2-methoxy-2-oxoethyl)-2,5-dimethyl-1H-pyrrole-3-carboxylic acid COC(CN1C(=C(C=C1C)C(=O)O)C)=O